FC1=C(COC2=CC=C(C3=C2OCO3)CNC(C(=O)N)C)C=C(C=C1)F 2-{[7-(2,5-difluorobenzyloxy)benzo[d][1,3]Dioxol-4-yl]Methylamino}propionamide